C(C)(C)(C)OC([C@@H](C)N1C(N2C(C1)=CC(=C2)Br)=O)=O (R)-2-(6-bromo-3-oxo-1H-pyrrolo[1,2-c]imidazol-2(3H)-yl)propionic acid tert-butyl ester